3-amino-4,5-dimethylthiophene-2-carboxylic acid NC1=C(SC(=C1C)C)C(=O)O